3,5-dimethylbiphenyl CC=1C=C(C=C(C1)C)C1=CC=CC=C1